Tert-butyl ((2S)-4-(cyclopentylamino)-3-hydroxy-4-oxo-1-((S)-2-oxopyrrolidin-3-yl)butan-2-yl)carbamate C1(CCCC1)NC(C([C@H](C[C@H]1C(NCC1)=O)NC(OC(C)(C)C)=O)O)=O